2-(4-bromo-2,3-dimethylphenyl)-4,4,5,5-tetramethyl-1,3,2-dioxaborolane BrC1=C(C(=C(C=C1)B1OC(C(O1)(C)C)(C)C)C)C